N,N-di-n-butylacetamide CCCCN(CCCC)C(=O)C